FC=1C=C(C=CC1OC1=C2C(=NC=C1)NN=C2NC[C@H](C)O)NC(=O)C=2C(N(N1C2CCCC1)C1=CC=CC=C1)=O N-{3-fluoro-4-[(3-{[(2S)-2-hydroxypropyl]amino}-1H-pyrazolo[3,4-b]pyridin-4-yl)oxy]phenyl}-2-oxo-1-phenyl-4H,5H,6H,7H-pyrazolo[1,5-a]pyridine-3-carboxamide